COCCN1C[C@H](CCC1)C1CCN(CC1)C(=O)OC(C)(C)C tert-butyl (R)-1-(2-methoxyethyl)-[3,4'-bipiperidine]-1'-carboxylate